ClCCO[SiH](C)C 1-chloromethyl-(methoxydimethylsilane)